(1S,5R,6R,7R)-3-butyl-6-[((E,3S)-3-hydroxy-5-phenyl-pent-1-enyl)-2,4-dioxa-3-borabicyclo[3.2.1]octan-7-yl]-N-ethyl-hept-5-enamide C(CCC)C(CC(=O)NCC)CC=C(C)[C@H]1C[C@H]2OBO[C@@]1(C2)\C=C\[C@H](CCC2=CC=CC=C2)O